C(C)OC(C(=O)NC=1C2=C(C(=NC1)NCC1=CC=C(C=C1)OC)C=NN2C)=O.C2=C(C=CC1=CC(=CC=C21)C(=O)O)C(=O)OC=C vinyl 2,6-naphthalenedicarboxylate ethyl-2-((4-((4-methoxybenzyl)amino)-1-methyl-1H-pyrazolo[4,3-c]pyridin-7-yl)amino)-2-oxoacetate